1-(9Z-hexadecenoyl)-glycero-3-phospho-(1'-sn-glycerol) CCCCCC/C=C\CCCCCCCC(=O)OC[C@H](COP(=O)(O)OC[C@H](CO)O)O